ClC1=C(SC2=C1C=CC=C2)C(=O)N(CC2=CC(=CC=C2)C2=CC=NC=C2)[C@@H]2CC[C@H](CC2)NC 3-Chloro-N-[trans-4-(methylamino)cyclohexyl]-N-[3-(4-pyridinyl)benzyl]-1-benzothiophene-2-carboxamide